C1(CC1)C=1N=CN(C1)C1=CC=C2C=CN(C(C2=C1)=O)C1=NC(=CC=C1)C1=NN=CN1[C@@H](CO)C (R)-7-(4-cyclopropyl-1H-imidazol-1-yl)-2-(6-(4-(1-hydroxypropan-2-yl)-4H-1,2,4-triazol-3-yl)pyridin-2-yl)isoquinolin-1(2H)-one